ClC1=NC(=CC(=C1)C=O)Cl 2,6-dichloro-4-pyridinecarboxaldehyde